tert-butyl (4-(3-(5-(trifluoromethyl)pyrimidin-2-yl)-3,8-diazabicyclo[3.2.1]octane-8-carbonyl)phenyl)carbamate FC(C=1C=NC(=NC1)N1CC2CCC(C1)N2C(=O)C2=CC=C(C=C2)NC(OC(C)(C)C)=O)(F)F